(rel)-(S)-4-(3-hydroxy-3-(methoxymethyl)pent-1-yn-1-yl)-3-methoxybenzoic acid methyl ester COC(C1=CC(=C(C=C1)C#C[C@@](CC)(COC)O)OC)=O |o1:11|